disodium bicyclo[2.2.1]heptenedicarboxylate tert-butyl-(6S,7R)-7-cyano-6-phenyl-4-azaspiro[2.4]heptane-4-carboxylate C(C)(C)(C)OC(=O)N1C2(CC2)[C@@H]([C@H](C1)C1=CC=CC=C1)C#N.C12(C(=CC(CC1)C2)C(=O)[O-])C(=O)[O-].[Na+].[Na+]